N,N-dioctylammonium C(CCCCCCC)[NH2+]CCCCCCCC